3-(3-((2-((2-chloro-4-((1S,4S)-5-methyl-2,5-diazabicyclo[2.2.1]heptan-2-yl)phenyl)amino)-5-(trifluoromethyl)pyrimidin-4-yl)amino)propyl)-1,3-oxazinan-2-one ClC1=C(C=CC(=C1)N1[C@@H]2CN([C@H](C1)C2)C)NC2=NC=C(C(=N2)NCCCN2C(OCCC2)=O)C(F)(F)F